BrC=1C=C2C(N(C(=NC2=CC1)CN1CCOCC1)C)=O 6-bromo-3-methyl-2-(morpholinomethyl)quinazolin-4(3H)-one